CN1C(=NC(=C1)C(F)(F)F)C1=CC=C(C=C1)CN1C(OCC2=C1N=C(N=C2)C=2C(=NC=CC2)C(C)C)=O 1-([4-[1-methyl-4-(trifluoromethyl)-1H-imidazol-2-yl]phenyl]methyl)-7-[2-(propan-2-yl)pyridin-3-yl]-1H,2H,4H-pyrimido[4,5-d][1,3]oxazin-2-on